di(t-butylperoxy)cyclohexane Tert-butyl-4-chloro-2,3-dihydro-1H-pyrrolo[2,3-b]pyridin-1-formate C(C)(C)(C)OC(=O)N1CCC=2C1=NC=CC2Cl.C(C)(C)(C)OOC2(CCCCC2)OOC(C)(C)C